FC1=C(C=C(C=C1[N+](=O)[O-])C)C 2-fluoro-1,5-dimethyl-3-nitrobenzene